CC1(C(NCN1)=O)C 5,5-dimethylimidazolidin-4-one